CC(C#N)(C=O)C 2,2-dimethyl-3-oxo-propanenitrile